6-(2,4-difluorophenyl)-1-(3,5-dimethoxyphenyl)-3,5-dimethyl-4(1H)-pyridazinone FC1=C(C=CC(=C1)F)C1=C(C(C(=NN1C1=CC(=CC(=C1)OC)OC)C)=O)C